C1(CC1)CN1C(=CC=2C1=NC(=CC2)OCC2=CC=CC=C2)C=2N=C1N(C(=CC(=C1)C=O)OC)C2C [2-[1-(cyclopropylmethyl)-6-phenylmethoxypyrrolo[2,3-b]pyridin-2-yl]-5-methoxy-3-methylimidazo[1,2-a]pyridin-7-yl]methanone